(S)-2-amino-3-(4-(4-((R)-1-(4-chloro-2-(furan-3-yl)phenyl)-2,2,2-trifluoroethoxy)thieno[3,2-d]pyrimidine-7-yl)phenyl)propionic acid hydrochloride Cl.N[C@H](C(=O)O)CC1=CC=C(C=C1)C1=CSC2=C1N=CN=C2O[C@@H](C(F)(F)F)C2=C(C=C(C=C2)Cl)C2=COC=C2